C1(=CC=CC=C1)N1CCCC2=CC=C(C=C12)COC1=CC=2C[C@@H]3[C@H](C2C=C1)[C@H]3C(=O)OCC (1S,1aS,6aR)-ethyl 4-((1-phenyl-1,2,3,4-tetrahydroquinolin-7-yl)methoxy)-1,1a,6,6a-tetrahydrocyclopropa[a]indene-1-carboxylate